C(CCCCCC=CCCCC)(=O)[O-].[Zn+2].C(CCCCCC=CCCCC)(=O)[O-] zinc 7-dodecenate